ClC1=C2C(=NC=C1OC=1C=NN3C1C=NC(=C3)NC)N=C(N2C)NC2=NN(C(=C2)C(F)(F)F)[C@H]2COCC2 (R)-7-chloro-1-methyl-6-((6-(methylamino)pyrazolo[1,5-a]pyrazin-3-yl)oxy)-N-(1-(tetrahydrofuran-3-yl)-5-(trifluoromethyl)-1H-pyrazol-3-yl)-1H-imidazo[4,5-b]pyridin-2-amine